4-(1,5-dimethylpyrazol-4-yl)-1,2,3,4-tetrahydroisoquinoline hydrochloride Cl.CN1N=CC(=C1C)C1CNCC2=CC=CC=C12